1-benzyl-2-phenyl-4-(trifluoromethyl)-2,3-dihydropyrrole C(C1=CC=CC=C1)N1C(CC(=C1)C(F)(F)F)C1=CC=CC=C1